3-(2,4-dichloro-5-nitro-phenyl)-5-methyl-4H-isoxazole-5-carboxylic acid ethyl ester C(C)OC(=O)C1(CC(=NO1)C1=C(C=C(C(=C1)[N+](=O)[O-])Cl)Cl)C